C(C)[C@H](C(=O)OC(C)C(C)S(=O)(=O)C1=CC=CC=C1)C(C1=NC(=CC=C1)C1=CC=CC=C1)N[S@](=O)C(C)(C)C 3-(phenylsulfonyl)butan-2-ol ethyl-(S)-3-((R)-1,1-dimethylethylsulfinamido)-3-(6-phenylpyridin-2-yl)propanoate